ClC1=C(C(=O)O)C=C(C=C1)C1=NC=C(N=C1)COC=1C=C2CN(C(C2=CC1)=O)C1CCCC1 2-Chloro-5-{5-[(2-cyclopentyl-1-oxoisoindolin-5-yloxy)methyl]pyrazin-2-yl}benzoic acid